4-(3-(4-fluoro-2,6-dimethylphenoxy)-1-methyl-2-oxo-1,2-dihydropyridin-4-yl)-N-isopropyl-6-methyl-7-oxo-6,7-dihydro-1H-pyrrolo[2,3-c]pyridine-2-carboxamide FC1=CC(=C(OC=2C(N(C=CC2C=2C3=C(C(N(C2)C)=O)NC(=C3)C(=O)NC(C)C)C)=O)C(=C1)C)C